4-(2-amino-7,8-dihydro-4H-pyrazolo[1,5-a][1,4]diazepin-5(6H)-yl)-8-fluoro-2-(((2R,7aS)-2-fluorohexahydro-1H-pyrrolizin-7a-yl)methoxy)pyrido[4,3-d]pyrimidin NC1=NN2C(CN(CCC2)C=2C3=C(N=C(N2)OC[C@]24CCCN4C[C@@H](C2)F)C(=CN=C3)F)=C1